4-(difluoromethyl)-5-(4,4,5,5-tetramethyl-1,3,2-dioxaborolan-2-yl)-2-(trideuteriomethyl)indazole FC(C=1C2=CN(N=C2C=CC1B1OC(C(O1)(C)C)(C)C)C([2H])([2H])[2H])F